C[Si](CCOCN1N=C(C=2C1=NC=C(C2)O)C#C[Si](C)(C)C)(C)C 1-[[2-(trimethylsilyl)ethoxy]methyl]-3-[2-(trimethylsilyl)ethynyl]pyrazolo[3,4-b]pyridin-5-ol